C(C)C1(CC1)NC(O[C@H]1C[C@H](CC1)C1=CC(=NN1)NC(CC=1OC(=CN1)C)=O)=O (1R,3S)-3-(3-{[(5-methyl-1,3-oxazol-2-yl)acetyl]-amino}-1H-pyrazol-5-yl)-cyclopentyl (1-ethylcyclopropyl)carbamate